4-(difluoromethylidene)piperidine FC(=C1CCNCC1)F